3-(3-ethyl-4-oxo-spiro[6,8-dihydro-5H-pyrazolo[4,3-c]azepine-7,4'-tetrahydropyran]-1-yl)propyl 3-hydroxyisoxazole-5-carboxylate OC1=NOC(=C1)C(=O)OCCCN1N=C(C=2C(NCC3(CCOCC3)CC21)=O)CC